tert-Butyl 3-(benzyloxy)-5-(2-fluoropropan-2-yl)piperidine-1-carboxylate C(C1=CC=CC=C1)OC1CN(CC(C1)C(C)(C)F)C(=O)OC(C)(C)C